1-(4-(4-amino-5-(4-amino-2-fluorophenyl)pyrrolo[2,1-f][1,2,4]triazin-7-yl)piperidin-1-yl)-2-hydroxy-2-methylpropan-1-one NC1=NC=NN2C1=C(C=C2C2CCN(CC2)C(C(C)(C)O)=O)C2=C(C=C(C=C2)N)F